aluminum phosphate (phosphine) salt P.P(=O)([O-])([O-])[O-].[Al+3]